tert-butyl (6R,7R)-7-hydroxy-6-methyl-2-azaspiro[3.5]nonane-2-carboxylate O[C@H]1[C@@H](CC2(CN(C2)C(=O)OC(C)(C)C)CC1)C